1-[4-(2-acryloxyethylthio)phenyl]-2-methyl-2-morpholinopropane-1-one C(C=C)(=O)OCCSC1=CC=C(C=C1)C(C(C)(N1CCOCC1)C)=O